FC1=C(C=C(C(=C1O)O)OC)C1=NC2=C(N1C1(COC1)C)C=CC(=C2)N(C(C)=O)C N-(2-(2-fluoro-3,4-dihydroxy-5-methoxyphenyl)-1-(3-methyloxetan-3-yl)-1H-benzo[d]imidazol-5-yl)-N-methylacetamide